[Ti].[Cu].[Mn].[Fe].[Ni].[Na] sodium-nickel-iron-manganese-copper-titanium